ClC1=C(C=CC=C1C1C(NC(CC1)=O)=O)C1=CC=C(C=C1)CC1=NC=CC(=N1)C 3-(2-chloro-4'-((4-methylpyrimidin-2-yl)methyl)-[1,1'-biphenyl]-3-yl)piperidine-2,6-dione